(2S)-2-(1,3-benzoxazol-2-ylamino)-N-[(1S)-1-[5-(2,4-difluorophenyl)-1H-imidazol-2-yl]ethyl]-4-[(2S)-2-methyl-1-piperidyl]-4-oxo-butanamide O1C(=NC2=C1C=CC=C2)N[C@H](C(=O)N[C@@H](C)C=2NC(=CN2)C2=C(C=C(C=C2)F)F)CC(=O)N2[C@H](CCCC2)C